2',4'-dichloro-3,5-difluorobiphenyl ClC1=C(C=CC(=C1)Cl)C1=CC(=CC(=C1)F)F